1-(3-triethoxysilylpropyl)-3-methylimidazole hypophosphite [PH2](=O)O.C(C)O[Si](CCCN1CN(C=C1)C)(OCC)OCC